1-tert-butyl 3-ethyl 3-aminoazetidine-1,3-dicarboxylate NC1(CN(C1)C(=O)OC(C)(C)C)C(=O)OCC